(6-(trifluoromethyl)quinoline-4-carbonyl)glycine tert-butyl ester C(C)(C)(C)OC(CNC(=O)C1=CC=NC2=CC=C(C=C12)C(F)(F)F)=O